CNC(=O)C1=CC2=C(N(C=N2)C2=CC=C(C=C2)CC(=O)O)C=C1 2-(4-(5-(methylcarbamoyl)-1H-benzo[d]imidazol-1-yl)phenyl)acetic acid